3-(4-((4-aminobutyl)(3-aminopropyl)amino)-1-oxoisoindolin-2-yl)piperidine-2,6-dione NCCCCN(C1=C2CN(C(C2=CC=C1)=O)C1C(NC(CC1)=O)=O)CCCN